NC=1SC(=C(N1)C)C=1C(=C(C(=C2C(CNC(C12)=O)C(F)(F)F)C1=C(N=C(S1)N)C)C1=C(N=C(S1)N)C)C1=C(N=C(S1)N)C tetra(2-amino-4-methylthiazol-5-yl)-4-(trifluoromethyl)-3,4-dihydroisoquinolinone